NC[C@@H](CCl)O (S)-1-amino-3-chloro-2-propanol